4-(5,6,7,8-tetrahydroquinolin-2-yl)-1H-1,2,3-triazole-5-carboxylic acid N1=C(C=CC=2CCCCC12)C=1N=NNC1C(=O)O